N-(4-{4-amino-5-bromo-7-methyl-7H-pyrrolo[2,3-d]pyrimidin-6-yl}-3,5-dimethylphenyl)-2-methylpropan-2-enamide NC=1C2=C(N=CN1)N(C(=C2Br)C2=C(C=C(C=C2C)NC(C(=C)C)=O)C)C